O.C(C)(=O)O Acetic Acid Hydrate